BrC=1C=C2C(=CN1)N(C=C2)CC(C(F)(F)F)(F)F 5-bromo-1-(2,2,3,3,3-pentafluoropropyl)pyrrolo[2,3-c]pyridine